The molecule is an aryloxypyrimidine having a 4,6-diphenoxypyrimidine skeleton in which one of the phenyl rings is cyano-substituted at C-2 and the other carries a 2-methoxy-1-(methoxycarbonyl)vinyl substituent, also at C-2. An inhibitor of mitochondrial respiration by blocking electron transfer between cytochromes b and c1, it is used widely as a fungicide in agriculture. It has a role as a mitochondrial cytochrome-bc1 complex inhibitor, a xenobiotic, an environmental contaminant, an antifungal agrochemical and a quinone outside inhibitor. It is a nitrile, an aryloxypyrimidine, an enoate ester, an enol ether, a methyl ester and a methoxyacrylate strobilurin antifungal agent. CO/C=C(\\C1=CC=CC=C1OC2=NC=NC(=C2)OC3=CC=CC=C3C#N)/C(=O)OC